8-chloro-1,3,7-trimethyl-1H-purine-2,6(3H,7H)-dione ClC1=NC=2N(C(N(C(C2N1C)=O)C)=O)C